C(C1=CC=CC=C1)OC=1N=C(C=C2C=C(C=NC12)COC)C 8-(benzyloxy)-3-(methoxymethyl)-6-methyl-1,7-naphthyridine